methylenebis(4-methylphenol) C(C1=C(C=CC(=C1)C)O)C1=C(C=CC(=C1)C)O